O=C(C(=O)O)N1CCC(CC1)OC1=CC(=CC=C1)N1[C@@H]2CN(C[C@H]1CC2)C2=C(N=NC(=C2)C2=C(C=CC=C2)O)N 2-oxo-2-[4-[3-[(1S,5R)-3-[3-amino-6-(2-hydroxyphenyl)pyridazin-4-yl]-3,8-diazabicyclo[3.2.1]octan-8-yl]phenoxy]-1-piperidyl]acetic acid